(S)-5-((3-amino-5-(1-amino-1,3-dihydrospiro[indene-2,4'-piperidin]-1'-yl)pyrazin-2-yl)thio)-6-chlorobenzo[c][1,2]oxaborol-1(3H)-ol NC=1C(=NC=C(N1)N1CCC2(CC1)[C@@H](C1=CC=CC=C1C2)N)SC2=CC1=C(B(OC1)O)C=C2Cl